C(C(O)C)(=O)OC(C(O)C)=O Lactoyl lactate